C(CCCC)C1(CCCC1)O pentylcyclopentan-1-ol